BrC=1C=CC(=NC1)C1=C(C(=NC=C1)N)CC (5-bromo-2-pyridinyl)-3-ethyl-pyridin-2-amine